BrC1=NC=C(C(=C1)Cl)C(F)(F)F 2-Bromo-4-chloro-5-(trifluoromethyl)pyridine